C(C)(C)(C)OC(=O)NC1=CC(=C(C=C1)C=1SC=C(N1)C(=O)OCC)Cl ethyl 2-(4-((tert-butoxycarbonyl)amino)-2-chlorophenyl)thiazole-4-carboxylate